1,5,7-trimethyl-4-oxo-N-(4-phenylcyclohexyl)-4,5-dihydro-1H-pyrrolo[3,2-c]pyridine-3-carboxamide CN1C=C(C=2C(N(C=C(C21)C)C)=O)C(=O)NC2CCC(CC2)C2=CC=CC=C2